dodecylbenzene benzenesulfonate calcium [Ca+2].C1(=CC=CC=C1)S(=O)(=O)[O-].C(CCCCCCCCCCC)C1=CC=CC=C1.C1(=CC=CC=C1)S(=O)(=O)[O-]